2-ethoxyethyl acrylate C(C=C)(=O)OCCOCC